(1-((4-ethoxy-3-(1-methyl-7-oxo-3-propyl-6,7-dihydro-1H-pyrazolo[4,3-d]pyrimidin-5-yl)phenyl) sulfonyl)azetidin-3-yl)methyl nitrate [N+](=O)(OCC1CN(C1)S(=O)(=O)C1=CC(=C(C=C1)OCC)C=1NC(C2=C(N1)C(=NN2C)CCC)=O)[O-]